C(=C)C1=C(C(=O)O)C=CC(=C1OC)O vinyl-vanillic acid